C(C1=CC=CC=C1)OC(=O)C=1C=C(C=C(C1)OCCCCC(=O)OCCCCCCC)OCCCCC(=O)OCCCCCCC Diheptyl 5,5'-((5-((benzyloxy)carbonyl)-1,3-phenylene)bis(oxy))dipentanoate